N1-((S)-3-cyclopropyl-1-oxo-1-(((S)-3-oxo-1-((S)-2-oxopyrrolidin-3-yl)-4-(trifluoromethoxy)butan-2-yl)amino)propan-2-yl)-N2-(3,3-difluorocyclobutyl)-oxalamide C1(CC1)C[C@@H](C(N[C@@H](C[C@H]1C(NCC1)=O)C(COC(F)(F)F)=O)=O)NC(C(=O)NC1CC(C1)(F)F)=O